2-[[[2-[(hydroxyacetyl)amino]-4-pyridinyl]methyl]thio]-N-[4-(trifluoromethoxy)phenyl]-3-pyridinecarboxamide OCC(=O)NC1=NC=CC(=C1)CSC1=NC=CC=C1C(=O)NC1=CC=C(C=C1)OC(F)(F)F